4-(2-acryloyl-2,6-diazaspiro[3.4]octan-6-yl)-N,N-dimethyl-6-(5-methyl-1H-indazol-4-yl)pyrimidine-5-carboxamide C(C=C)(=O)N1CC2(C1)CN(CC2)C2=NC=NC(=C2C(=O)N(C)C)C2=C1C=NNC1=CC=C2C